CN1N=CC(=N1)C(=O)O 2-methyl-1,2,3-triazole-4-carboxylic acid